(S)-6-bromo-2-(1-cyclopropylethyl)-N-(cyclopropylmethyl)-3-oxoisoindoline-4-sulfonamide BrC=1C=C(C=2C(N(CC2C1)[C@@H](C)C1CC1)=O)S(=O)(=O)NCC1CC1